ClC=1C=C(C(=O)NC=2C=C3C(=CN(C3=CC2)C2CC2)C#N)C=CN1 2-chloro-N-(3-cyano-1-cyclopropyl-1H-indol-5-yl)isonicotinamide